ClC1=C2C(=NC=C1)NC(=C2)C=2C=NC=NC2 4-Chloro-2-(pyrimidin-5-yl)-1H-pyrrolo[2,3-b]pyridine